C(C)(C)(C)C(C)(C)C1=CC=C(C=C1)C(C)(C)C 1,4-di-tert-butyl-isopropylbenzene